C[C@H]1O[C@@H](CN(C1)C1=NC(=NC2=CC(=CC=C12)C1=CC=NN1)N)C 4-((2R,6R)-2,6-dimethylmorpholino)-7-(1H-pyrazol-5-yl)quinazolin-2-amine